C(CCC)N(C(=O)NC1=CC(=C(C=C1)F)Cl)CC1=CNC(C2=CC=CC=C12)=O (S)-1-butyl-3-(3-chloro-4-fluorophenyl)-1-((1-oxo-1,2-dihydroisoquinolin-4-yl)methyl)urea